C(#N)C=1C(=C(C=CC1)[C@@H](C)NC1=C2C(=C(N=N1)C)C=NC(=C2)C2=CC=C(CC2)C(=O)O)C 4-(1-(((R)-1-(3-cyano-2-methylphenyl)ethyl)amino)-4-methylpyrido[3,4-d]pyridazin-7-yl)cyclohexen-3-ene-1-carboxylic acid